OC1=CC=C(C=C1)CCOC(\C=C\C1=CC(OC)=C(O)C=C1)=O trans-ferulic acid p-hydroxyphenylethyl ester